(S)-2-(3-chloro-2,6-difluorophenyl)-2-(4-fluoro-bicyclo[2.2.1]hept-1-yl)acetic acid ClC=1C(=C(C(=CC1)F)[C@@H](C(=O)O)C12CCC(CC1)(C2)F)F